rac-(3'S,5S)-1'-[4-chloro-3-(trifluoromethyl)pyridin-2-yl]-2-(2-ethoxypyridin-3-yl)-3'-ethyl-7-[(3S)-pyrrolidin-3-yl]spiro[6H-1,7-naphthyridine-5,4'-piperidine]-8-one ClC1=C(C(=NC=C1)N1C[C@H]([C@@]2(CC1)C=1C=CC(=NC1C(N(C2)[C@@H]2CNCC2)=O)C=2C(=NC=CC2)OCC)CC)C(F)(F)F |&1:9,10|